OC1=C(C2COC3=CC=C(C(=C3C2)OC)OC)C=CC(=C1)O 2',4'-dihydroxy-5,6-dimethoxyisoflavan